6-bromo-8-chloroisoquinolin-3-amine BrC=1C=C2C=C(N=CC2=C(C1)Cl)N